FC=1C(=NC=CC1CN1C[C@@H](CC1)F)C=1C=C2CN(C(C2=CC1)=O)C1C(NC(CC1)=O)=O 3-(5-(3-fluoro-4-(((R)-3-fluoropyrrolidin-1-yl)methyl)pyridin-2-yl)-1-oxoisoindolin-2-yl)piperidine-2,6-dione